tert-butyl-2,2-bis(tert-butylperoxy)butane C(C)(C)(C)CC(CC)(OOC(C)(C)C)OOC(C)(C)C